P(=O)(O)([O-])[O-].[K+].P(=O)(O)(O)O.[K+] Potassium dihydrogen phosphate Potassium hydrogen phosphate